C(CCCCC\C=C/C\C=C/CCCCC)OC(CCCCCCC)=O octanoic acid-(7Z,10Z)-hexadec-7,10-dien-1-yl ester